24-[(2,6-difluorophenyl)(hydroxy)methyl]-5alpha-cholan FC1=C(C(=CC=C1)F)C(CCC[C@@H](C)[C@H]1CC[C@H]2[C@@H]3CC[C@H]4CCCC[C@]4(C)[C@H]3CC[C@]12C)O